tert-butyl (S)-((4-(4-cyclopropyl-6-(4,4-difluoroazepan-1-yl)-2-methyl-3-(trifluoromethyl)benzamido)pyridin-2-yl)(methyl)(oxo)-λ6-sulfaneylidene)carbamate C1(CC1)C1=C(C(=C(C(=O)NC2=CC(=NC=C2)[S@@](=O)(C)=NC(OC(C)(C)C)=O)C(=C1)N1CCC(CCC1)(F)F)C)C(F)(F)F